C(C)(C)(C)OC(=O)N1CC(CC1)=CC(=O)O 2-(1-(tert-butoxycarbonyl)pyrrolidin-3-ylidene)acetic acid